1-(4-chlorophenyl)-3-(2,6-difluorobenzoyl)urea ClC1=CC=C(C=C1)NC(=O)NC(C1=C(C=CC=C1F)F)=O